(Phenyl)(cyclobutyl)methylene(cyclopentadienyl)(2,7-di-tert-butylfluoren-9-yl)zirconium dichloride [Cl-].[Cl-].C1(=CC=CC=C1)C(=[Zr+2](C1C2=CC(=CC=C2C=2C=CC(=CC12)C(C)(C)C)C(C)(C)C)C1C=CC=C1)C1CCC1